N-(2-(3,3-Difluorocyclopentyl)ethyl)-4-(5-methyl-2,5-diazabicyclo[2.2.2]octan-2-yl)-1H-benzo[d]imidazole-1-carboxamide FC1(CC(CC1)CCNC(=O)N1C=NC2=C1C=CC=C2N2C1CN(C(C2)CC1)C)F